N-ethyl-5-fluoro-2-(3-methyl-6-{1-[(3S)-2-methyl-6-(4-methylpiperazin-1-yl)hexane-3-yl]azetidin-3-yl}imidazo[1,5-a]pyridin-8-yl)-N-(isopropyl)benzamide C(C)N(C(C1=C(C=CC(=C1)F)C=1C=2N(C=C(C1)C1CN(C1)[C@H](C(C)C)CCCN1CCN(CC1)C)C(=NC2)C)=O)C(C)C